4-nitrophenyl 1-(2-(tert-butyl)-4-methoxyphenyl)-3-methyl-5-oxo-4,5-dihydro-1H-pyrazole-4-carboxylate C(C)(C)(C)C1=C(C=CC(=C1)OC)N1N=C(C(C1=O)C(=O)OC1=CC=C(C=C1)[N+](=O)[O-])C